(R)-5-[4-(5-fluoro-2,3-dihydrobenzofuran-7-yl)-2-hydroxy-4-methyl-2-trifluoromethyl-pentylamino]isoquinoline FC=1C=C(C2=C(CCO2)C1)C(C[C@@](CNC1=C2C=CN=CC2=CC=C1)(C(F)(F)F)O)(C)C